2-chloro-4-(dibenzo[b,d]furan-3-yl)-1-phenyl-1,3,5-triazine ClC1N(C=NC(=N1)C=1C=CC2=C(OC3=C2C=CC=C3)C1)C1=CC=CC=C1